FC(C=1N=C(SC1)C1=CC=C(CNC(OC(C)(C)C)=O)C=C1)(F)F tert-butyl (4-(4-(trifluoromethyl)thiazol-2-yl)benzyl)carbamate